OC1(CCN(CC1)C(C[C@@H](C)C1=CC=CC=C1)=O)CN1C=NC(=CC1=O)NC1COCC1 3-((4-hydroxy-1-((R)-3-phenylbutanoyl)piperidin-4-yl)methyl)-6-((tetrahydrofuran-3-yl)amino)pyrimidin-4(3H)-one